FC(S(=O)(=O)[O-])(F)F.[Rh+3].FC(S(=O)(=O)[O-])(F)F.FC(S(=O)(=O)[O-])(F)F rhodium trifluoromethanesulfonate salt